(1-(3,4-difluorobenzyl)cyclobutyl)methanamine FC=1C=C(CC2(CCC2)CN)C=CC1F